C1(=C(C(=CC=C1)C(=O)OCCCCCCCCC)C(=O)OCCCCCCCCC)C(=O)OCCCCCCCCC trinonyl 1,2,3-benzenetricarboxylate